FC1=C(C=C(C=C1)[C@H](NC(=O)N1[C@@H](C(NCC1)=O)C)[C@@H]1CC[C@H](CC1)C(F)(F)F)C (2R)-N-((R)-(4-fluoro-3-methylphenyl)(trans-4-(trifluoromethyl)cyclohexyl)methyl)-2-methyl-3-oxopiperazine-1-carboxamide